F[B-](F)(F)F.C(CCCCCCC)N1CN(C=C1)C 1-octyl-3-methylimidazole tetrafluoroborate salt